N-methyl-N-(piperidin-3-ylmethyl)carbamic acid CN(C(O)=O)CC1CNCCC1